(S)-2-((((9H-fluoren-9-yl)methoxy)carbonyl)amino)-5-oxo-5-(piperidin-1-yl)pentanoic acid C1=CC=CC=2C3=CC=CC=C3C(C12)COC(=O)N[C@H](C(=O)O)CCC(N1CCCCC1)=O